FC1(CCN(CC1)C(=O)C=1C=C2C(=NC1)N(C=C2)C=2C=NC(=CC2)C=2OC(=NN2)C(F)(F)F)F (4,4-difluoropiperidin-1-yl)(1-(6-(5-(trifluoromethyl)-1,3,4-oxadiazol-2-yl)pyridin-3-yl)-1H-pyrrolo[2,3-b]pyridin-5-yl)methanone